tert-butyl (9-(5-((4-chloro-2-methyl-2H-indazol-5-yl)thio)pyrazine-2-yl)-3-(2-cyanoacetyl)-3,9-diazaspiro[5.5]undecane-1-yl)carbamate ClC=1C2=CN(N=C2C=CC1SC=1N=CC(=NC1)N1CCC2(CCN(CC2NC(OC(C)(C)C)=O)C(CC#N)=O)CC1)C